OC=1C=C(C2=CC=CC=C2C1)C1CCC=2C(=NC(=NC2C1)OCCC1N(CCC1)C)N1CCN(CC1)C(C=C)=O 1-(4-(7-(3-hydroxynaphthalen-1-yl)-2-(2-(1-methylpyrrolidin-2-yl)ethoxy)-5,6,7,8-tetrahydroquinazolin-4-yl)piperazin-1-yl)prop-2-en-1-one